C(C)OC(=O)C=1N=C2N(C=CC(=C2Cl)SC2=NC=C(N=C2)N2CCC3([C@@H]([C@@H](OC3)C)NC(=O)OC(C)(C)C)CC2)C1 7-((5-((3S,4S)-4-((tert-Butoxycarbonyl)amino)-3-methyl-2-oxa-8-azaspiro[4.5]decan-8-yl)pyrazin-2-yl)thio)-8-chloroimidazo[1,2-a]pyridine-2-carboxylic acid ethyl ester